COC(=O)[C@H]1[C@@H](CCC1)C#C trans-2-ethynylcyclopentane-1-carboxylic acid methyl ester